methyl 4-{[(pyridin-3-ylmethyl)carbamoyl]amino}benzoate N1=CC(=CC=C1)CNC(=O)NC1=CC=C(C(=O)OC)C=C1